N-Phenyl-γ-aminopropyltrimethoxysilane CO[Si](CCCNC1=CC=CC=C1)(OC)OC